6-(3-fluoroazetidin-1-yl)-N-(4-(5-(2-methylpyridin-4-ylamino)-1H-benzo[d]imidazol-2-yl)phenyl)quinolin-4-amine FC1CN(C1)C=1C=C2C(=CC=NC2=CC1)NC1=CC=C(C=C1)C1=NC2=C(N1)C=CC(=C2)NC2=CC(=NC=C2)C